tert-butyl (S)-5-amino-4-(5-(((1R,2S)-2-((4,4-difluorocyclohexyl)amino)cyclohexyl)methyl)-1-oxoisoindolin-2-yl)-5-oxopentanoate NC([C@H](CCC(=O)OC(C)(C)C)N1C(C2=CC=C(C=C2C1)C[C@@H]1[C@H](CCCC1)NC1CCC(CC1)(F)F)=O)=O